C(C)(C)(C)OC(=O)N1C(=CC=C1)C1=NC=C(C=C1)F (5-Fluoropyridin-2-yl)-1H-pyrrole-1-carboxylic acid tert-butyl ester